3-(5-chloro-6-(methylsulfonamido)pyrazin-2-yl)-N-(3-fluoro-4-((pyridin-2-ylmethoxy)methyl)phenyl)benzamide ClC=1N=CC(=NC1NS(=O)(=O)C)C=1C=C(C(=O)NC2=CC(=C(C=C2)COCC2=NC=CC=C2)F)C=CC1